(2s,6s)-2-[(benzyloxy)methyl]-6-methylmorpholine C(C1=CC=CC=C1)OC[C@@H]1CNC[C@@H](O1)C